ClC1=C2C(=NC(=C1)OC1=C(C=C(C#N)C=C1F)F)N(C=N2)C 4-(7-chloro-3-methyl-3H-imidazo[4,5-b]pyridin-5-yloxy)-3,5-difluoro-benzonitrile